C(C)(C)(C)OC(=O)N1CC=2C=C(C=NC2CC1)B(O)O (6-tert-butoxycarbonyl-7,8-dihydro-5H-1,6-naphthyridin-3-yl)boronic acid